2-amino-4-(pentan-2-ylamino)pyrimidine NC1=NC=CC(=N1)NC(C)CCC